O[C@@H]1CN(CC1)C1=C(C=C(C=C1)C(F)(F)F)NC(=O)C=1OC(=CC1)C1CCOCC1 (S)-N-(2-(3-hydroxypyrrolidin-1-yl)-5-(trifluoromethyl)-phenyl)-5-(tetrahydro-2H-pyran-4-yl)furan-2-carboxamide